N-{(4aR,6R)-5,5-Difluoro-1-oxo-2-[4-(2,4,6-trifluorophenyl)-1,2-benzoxazol-3-yl]octahydropyrrolo[1,2-c]pyrimidin-6-yl}methanesulfonamide FC1([C@@H](CN2C(N(CC[C@@H]21)C2=NOC1=C2C(=CC=C1)C1=C(C=C(C=C1F)F)F)=O)NS(=O)(=O)C)F